ClC=1C=C2C(=CC1)NC1=C2CC(NC2=C1C=CC=C2)=O 9-chloro-7,12-dihydro-indolo[3,2-d][1]benzazepin-6(5H)-one